CN(C1=CC=CC=C1)C1=NC=NC=N1 6-(N-methylanilino)-1,3,5-triazine